C(C1=CC=CC=C1)OC=1C=C(C(=O)O)C=C(C1C1=CN(C2=NC=C(C=C21)C=2C(=NOC2C)C)[C@@H](C)C2=NC=CC=C2)OC (S)-3-(benzyloxy)-4-(5-(3,5-dimethylisoxazol-4-yl)-1-(1-(pyridin-2-yl)ethyl)-1H-pyrrolo[2,3-b]pyridin-3-yl)-5-methoxybenzoic acid